diethyl(fluoro)(vinyl)silane C(C)[Si](C=C)(F)CC